ClC1=CC=C(C(=N1)C(=O)NS(=O)(=O)C)N[C@H](C)C=1C=C(C=C2C(N(C(=NC12)N1[C@@H](CC(CC1)(F)F)C)C)=O)C 6-chloro-3-(((R)-1-(2-((R)-4,4-difluoro-2-methylpiperidin-1-yl)-3,6-dimethyl-4-oxo-3,4-dihydroquinazolin-8-yl)ethyl)amino)-N-(methylsulfonyl)picolinamide